(S)-6-(2-fluoro-4-(7-((1-methoxypropan-2-yl)oxy)-2-methyl-2H-indazol-4-yl)benzyl)-6,7-dihydro-5H-pyrrolo[3,4-b]pyridin-5-one-7,7-d2 FC1=C(CN2C(C3=NC=CC=C3C2=O)([2H])[2H])C=CC(=C1)C=1C2=CN(N=C2C(=CC1)O[C@H](COC)C)C